4-(7-(1-(2-(1-(4-amino-2-fluorophenyl)piperidin-4-yl)ethyl)piperidin-4-yl)-1,3-dimethyl-2-oxo-1,2-dihydroquinolin-5-yl)-1-methyl-1,2,3,4-tetrahydroquinoxaline-6-carbonitrile NC1=CC(=C(C=C1)N1CCC(CC1)CCN1CCC(CC1)C1=CC(=C2C=C(C(N(C2=C1)C)=O)C)N1CCN(C2=CC=C(C=C12)C#N)C)F